OC(C)(C)C=1C(=CC2=CN(N=C2C1)C1CCC(CC1)N1[C@@H](CN(CC1)C(=O)OC(C)(C)C)COC)NC(C(F)(F)F)=O tert-butyl (S)-4-((1r,4S)-4-(6-(2-hydroxypropan-2-yl)-5-(2,2,2-trifluoroacetamido)-2H-indazol-2-yl)cyclohexyl)-3-(methoxymethyl)piperazine-1-carboxylate